sodium 4-[(2,3-dihydrothieno[3,4-b]-[1,4]dioxin-2-yl)methoxy]-1-methyl-1-butanesulfonate O1C=2C(OCC1COCCCC(S(=O)(=O)[O-])C)=CSC2.[Na+]